4-nitrophenyl 3-methyl-4-(3-methyl-3-(pyrrolidin-1-yl)but-1-yn-1-yl)-1H-pyrazole-1-carboxylate CC1=NN(C=C1C#CC(C)(N1CCCC1)C)C(=O)OC1=CC=C(C=C1)[N+](=O)[O-]